1,1,1-trifluoropropan-2-on FC(C(C)=O)(F)F